COC1=CC=C(C=N1)CN1C2CN(CC1C2)C2=CC=C(C=N2)C=2C=1N(C=C(C2)N2CC3(C2)CCOCC3)N=CC1C#N 4-(6-(6-((6-methoxypyridin-3-yl)methyl)-3,6-diazabicyclo[3.1.1]heptan-3-yl)pyridin-3-yl)-6-(7-oxa-2-aza-spiro[3.5]non-2-yl)pyrazolo[1,5-a]pyridine-3-carbonitrile